5-(4-methoxyquinazolin-6-yl)-N-(cis-4-(4-methylpiperazin-1-yl)cyclohexyl)pyrrolo[2,1-f][1,2,4]triazin-2-amine COC1=NC=NC2=CC=C(C=C12)C=1C=CN2N=C(N=CC21)N[C@@H]2CC[C@@H](CC2)N2CCN(CC2)C